3-[1H-benzimidazol-2-yl-(5-fluoro-2-hydroxy-phenyl)-methyl]-5-methyl-6-[4-(1-methyl-4-piperidyl)phenyl]-quinazolin-4-one N1C(=NC2=C1C=CC=C2)C(N2C=NC1=CC=C(C(=C1C2=O)C)C2=CC=C(C=C2)C2CCN(CC2)C)C2=C(C=CC(=C2)F)O